FC=1C=C2C(N3C(=NC2=C(C1)\C(\C)=N\[S@](=O)C(C)(C)C)N1[C@@H](CC3)COCC1)=O (R)-N-((E)-1-((S)-10-fluoro-8-oxo-1,2,4,4a,5,6-hexahydro-8H-[1,4]oxazino[4',3':3,4]pyrimido[2,1-b]quinazolin-12-yl)ethylidene)-2-methylpropane-2-sulfinamide